COC1=CC=C2N=C(C=3N(C2=C1)C(=CC3C)C)C3=C(C=CC1=CC=CC=C31)P(C3=CC(=CC=C3)C)=O (R)-(1-(8-methoxy-1,3-dimethylpyrrolo[1,2-a]quinoxalin-4-yl)naphthalen-2-yl)dl-m-methylphenylphosphine oxide